2-chloro-6-cyclobutyl-N-(2-sulfamoylpyridin-4-yl)nicotinamide ClC1=C(C(=O)NC2=CC(=NC=C2)S(N)(=O)=O)C=CC(=N1)C1CCC1